(2S,4S)-1-[2-[(4-ethoxycarbonylbicyclo[2.2.2]oct-1-yl)amino]acetyl]-4-fluoropyrrolidine-2-carbonitrile C(C)OC(=O)C12CCC(CC1)(CC2)NCC(=O)N2[C@@H](C[C@@H](C2)F)C#N